NCC=1N=C2N(C=C(C=C2C#N)C2CC2)C1 2-(aminomethyl)-6-cyclopropylimidazo[1,2-a]pyridine-8-carbonitrile